COC(=O)C1=C(SC=C1)CCCN 2-(3-aminopropyl)-3-thiophenecarboxylic acid methyl ester